N-(4-Methyl-3-(2'-((6-methylpyridin-3-yl)amino)-7'-oxo-5'H-spiro[cyclopropane-1,8'-pyrido[4,3-d]pyrimidine]-6'(7'H)-yl)phenyl)furan-2-carboxamide CC1=C(C=C(C=C1)NC(=O)C=1OC=CC1)N1CC2=C(N=C(N=C2)NC=2C=NC(=CC2)C)C2(C1=O)CC2